4-Hydroxy-6-(1H-pyrazol-1-yl)-N-(4-(trifluoromethyloxy)benzyl)nicotinamide OC1=CC(=NC=C1C(=O)NCC1=CC=C(C=C1)OC(F)(F)F)N1N=CC=C1